The molecule is a member of the class of catechols that is catechol in which a hydrogen that is ortho to one of the hydroxy groups has been replaced by a methoxy group. It displays agonistic activity against G protein-coupled receptor 35 (GPR35). It has a role as a G-protein-coupled receptor agonist. It is a member of catechols and an aromatic ether. It derives from a pyrogallol. COC1=CC=CC(=C1O)O